nonatetracontane-36,38,40,42,44,46,49-heptol CCCCCCCCCCCCCCCCCCCCCCCCCCCCCCCCCCCC(CC(CC(CC(CC(CC(CCCO)O)O)O)O)O)O